COC=1C=C(C=CC1)N(C(=O)C1=CC2=C(S1)C=CC=C2)C2CCN(CC2)CCC2=CC=CC=C2 N-(3-methoxyphenyl)-N-(1-phenethylpiperidin-4-yl)benzo[b]thiophene-2-carboxamide